ClC=1C=C(C=CC1Cl)C=1N=C(SC1S(=O)C(C)C)N1N=C(C(=C1C(=O)O)CC1=C(C=CC=C1)[N+](=O)[O-])C 1-(4-(3,4-dichlorophenyl)-5-(isopropylsulfinyl)thiazol-2-yl)-3-methyl-4-(2-nitrobenzyl)-1H-pyrazole-5-carboxylic acid